P(=O)(=O)C(COCCO)O phosphodi-ethylene glycol